3-Bromo-N-methyl-N-propyl-benzenesulfonamide BrC=1C=C(C=CC1)S(=O)(=O)N(CCC)C